(S)-((2-chloro-6-((R)-3-methylmorpholino)pyrimidin-4-yl)imino)(cyclopropyl)(methyl)-λ6-sulfanone ClC1=NC(=CC(=N1)N=[S@](=O)(C)C1CC1)N1[C@@H](COCC1)C